C[C@H]1NC(C2=C(C=3C=4C=CC(=NC4C=CC3S2)NC2=NC(=NC=C2C(=O)OCC)SC)NC1)=O (R)-ethyl 4-((10-methyl-8-oxo-9,10,11,12-tetrahydro-8H-[1,4]diazepino[5',6':4,5]thieno[3,2-f]quinolin-3-yl)amino)-2-(methylthio)pyrimidine-5-carboxylate